N-(5-bromo-2-methoxypyridin-3-yl)cyclohexanesulfonamide BrC=1C=C(C(=NC1)OC)NS(=O)(=O)C1CCCCC1